N1N=NC(=C1)C1(COC1)NC(C(=O)C=1C(=C(N2[C@H]3[C@@H](CC12)C3)C(=O)NC3=CC(=C(C=C3)F)F)C)=O (1aR,6aR)-5-(2-((3-(1H-1,2,3-triazol-4-yl)oxetan-3-yl)amino)-2-oxoacetyl)-N-(3,4-difluorophenyl)-4-methyl-1,1a,6,6a-tetrahydrocyclopropa[b]pyrrolizine-3-carboxamide